ClC1=C(C=C2C(C(NC2=C1)=O)=C(C1=CC(=NO1)OC)O)C1=CC=C(C=C1)OCCCOC 6-chloro-3-[hydroxy-(3-methoxyisoxazol-5-yl)methylene]-5-[4-(3-methoxypropoxy)phenyl]indolin-2-one